2-chloro-1-fluoro-S-methyl-12-(methylsulfinyl)-5a,6,7,8,9,10-hexahydro-5H-4-oxa-3,10a,11,13,14-pentaaza-6,9-methanonaphtho[1,8-ab]heptalene-14-carboxylate ClC=1C(=C2N=C(N=C3C2=C(OCC2C4CCC(CN32)N4C(=O)[O-])N1)S(=O)(C)C)F